C(C)(CC)O[Si](O[Si](C)(C)C)(C)C 1-sec-butoxy-1,1,3,3,3-pentamethyldisiloxane